CN1N=CC=C1C(=O)N 2-methylpyrazole-3-carboxamide